(2S,4R)-5,5-dihydroxy-9-(1-{2-[(2-hydroxyethoxy)amino]-2-oxoethyl}azetidin-3-yl)oxy-5-boranuidatricyclo[5.4.0.02,4]undeca-1(11),7,9-triene-8-carboxylic acid O[B-]1([C@@H]2C[C@@H]2C2=CC=C(C(=C2C1)C(=O)O)OC1CN(C1)CC(=O)NOCCO)O